BrC1=C(SC=C1C)CBr 3-bromo-2-(bromomethyl)-4-methyl-thiophene